(2'S,3S,6'S)-1'-benzyl-5-chloro-1-[(4-methoxyphenyl)methyl]-2'-methyl-6'-(1-methyltriazol-4-yl)spiro[indoline-3,4'-piperidin]-2-one C(C1=CC=CC=C1)N1[C@H](C[C@@]2(C[C@H]1C=1N=NN(C1)C)C(N(C1=CC=C(C=C12)Cl)CC1=CC=C(C=C1)OC)=O)C